C(=O)C=1N(C(=CC1)COCCCC)CCCC(=O)O 4-(2-formyl-5-(butoxymethyl)-1H-pyrrol-1-yl)butyric acid